CN1C(CCC1)CCO 2-(1-methylpyrrolidin-2-yl)ethan-1-ol